methyl 5-(2-fluoro-4-trimethylsilylanilino)-2-formylpyridine-4-carboxylate FC1=C(NC=2C(=CC(=NC2)C=O)C(=O)OC)C=CC(=C1)[Si](C)(C)C